[Li]C=CCC[Li] 1,4-dilithio-butene